NC[C@H](C(=O)O)C1=CC=CC=C1 (R)-3-Amino-2-phenyl-propionic acid